FC1(CCC(CC1)OC1=C(C=C(C=C1)NS(NC)(=O)=O)C=1C2=C(C(N(C1)C)=O)NC=C2)F N-{4-[(4,4-difluorocyclohexyl)oxy]-3-(6-methyl-7-oxo-6,7-dihydro-1H-pyrrolo[2,3-c]pyridin-4-yl)phenyl}-N'-methylsulfuric diamide